(R)-1-(2-trifluoromethyl-4-(4,4,5,5-tetramethyl-1,3,2-dioxaborolan-2-yl)phenyl)ethan-1-amine FC(C1=C(C=CC(=C1)B1OC(C(O1)(C)C)(C)C)[C@@H](C)N)(F)F